5-chloro-3-((3-methoxy-4-((4-methoxybenzyl)oxy)benzyl)oxy)pyridin-2-amine ClC=1C=C(C(=NC1)N)OCC1=CC(=C(C=C1)OCC1=CC=C(C=C1)OC)OC